(6R,7R)-7-[(2E)-2-(2-aminothiazol-4-yl)-4-carboxybut-2-eneamido]-8-oxo-5-thia-1-azabicyclo[4.2.0]oct-2-ene-2-carboxylic acid NC=1SC=C(N1)/C(/C(=O)N[C@H]1[C@H]2SCC=C(N2C1=O)C(=O)O)=C\CC(=O)O